COC(COC1CN(C1)C=1C=C2C(N(C(C2=CC1)=O)C1C(NC(CC1)=O)=O)=O)OC 5-[3-(2,2-Dimethoxyethoxy)azetidin-1-yl]-2-(2,6-dioxo-3-piperidinyl)isoindoline-1,3-dione